C(CCCC)S(=O)(=O)O pentansulfonic acid